1-(9-methyl-5-(piperidin-1-yl)imidazo[1,2-c]quinazolin-7-yl)ethan-1-ol CC1=CC=2C=3N(C(=NC2C(=C1)C(C)O)N1CCCCC1)C=CN3